methyl 4-(3-nitrobenzoyl)-1H-pyrrole-2-carboxylate [N+](=O)([O-])C=1C=C(C(=O)C=2C=C(NC2)C(=O)OC)C=CC1